O-((9H-fluoren-9-yl) methyl) carbonate isothiocyanate [N-]=C=S.C(OCC1C2=CC=CC=C2C=2C=CC=CC12)([O-])=O